2-(6-amino-5-((4-(hydroxymethyl)phenethyl)amino)pyridazine-3-yl)phenol NC1=C(C=C(N=N1)C1=C(C=CC=C1)O)NCCC1=CC=C(C=C1)CO